4,6-dimethyl-8-tert-butyl-coumarin CC1=CC(OC2=C(C=C(C=C12)C)C(C)(C)C)=O